[C@@H]1([C@H](O)[C@@H](O)[C@@H](O)[C@H](O1)CO)O[C@@H]1[C@@H]([C@H]([C@H](O[C@H]2[C@@H]([C@H](C(O)O[C@@H]2CO)O)O)O[C@@H]1CO)O)O 4'-O-β-galactosyllactose